(4-(4-(Benzyl(methyl)amino)-7-((2-(trimethylsilyl)ethoxy)methyl)-7H-pyrrolo[2,3-d]pyrimidin-6-yl)phenyl)methanol C(C1=CC=CC=C1)N(C=1C2=C(N=CN1)N(C(=C2)C2=CC=C(C=C2)CO)COCC[Si](C)(C)C)C